N-((1r,3r)-3-(5-(5-ethoxypyridin-2-yl)-4-(pyridin-4-yl)-4H-1,2,4-triazol-3-yl)cyclobutyl)-1,5-naphthyridine-4-carboxamide C(C)OC=1C=CC(=NC1)C=1N(C(=NN1)C1CC(C1)NC(=O)C1=CC=NC2=CC=CN=C12)C1=CC=NC=C1